N1(CCOCC1)C1=C(C=C2NC(C(N(C2=C1)CP([O-])([O-])=O)=O)=O)C(F)(F)F [1,2,3,4-tetrahydro-7-morpholin-yl-2,3-dioxo-6-(trifluoromethyl) quinoxalin-1-yl]methylphosphonate